lithium alloyl-lithium C(C=C)(=O)[Li].[Li]